cyclotetradeca-1,8-diene C1=CCCCCCC=CCCCCC1